Aminolevulinate Hydrochloride Salt Cl.NC(C(=O)O)CC(=O)C